C(C)O[C@@H]([C@@]1(CN(CC1)C(C)(C)C=1C=CC(=NC1)C)CCC=1SC=CC1)C=1C=NC=CC1 |o1:3,4| 5-(2-((S or R)-3-((S or R)-ethoxy(pyridin-3-yl)methyl)-3-(2-(thiophen-2-yl)ethyl)pyrrolidin-1-yl)propan-2-yl)-2-methylpyridine